4-HYDROXY-2-METHOXYBENZALDEHYDE OC1=CC(=C(C=O)C=C1)OC